O-(pivaloyl)-hydroxylamine C(C(C)(C)C)(=O)ON